6-ethyldecanoate C(C)C(CCCCC(=O)[O-])CCCC